5-((3-(2-isopropylphenyl)-4-(7-azaspiro[3.5]nonan-2-yl)piperazin-1-yl)methyl)-4-methyl-3,4-dihydro-2H-benzo[b][1,4]oxazine C(C)(C)C1=C(C=CC=C1)C1CN(CCN1C1CC2(C1)CCNCC2)CC2=CC=CC=1OCCN(C12)C